CN1N=CC(=N1)C1=CC=C2C(=N1)C(=CS2)NC2=CC=CC=C2 5-(2-methyl-2H-1,2,3-triazol-4-yl)-N-phenylthieno[3,2-b]pyridin-3-amine